[SiH2]=CC=C Silan-butadiene